3-(ethoxymethyl)-9,9-dimethyl-6-(piperazin-1-ylmethyl)-9,10-dihydroacridine C(C)OCC=1C=CC=2C(C3=CC=C(C=C3NC2C1)CN1CCNCC1)(C)C